tert-butyl (5-(4-chloro-6-(difluoromethyl)pyridin-2-yl)pent-4-yn-1-yl)carbamate ClC1=CC(=NC(=C1)C(F)F)C#CCCCNC(OC(C)(C)C)=O